O1N=C(N=C1)C1OCCN(C1)C=1N=C(C=2N=C(N(C(C2N1)=O)C)C)C1=C(C=C(C=C1)Cl)F 6-(2-(1,2,4-oxadiazol-3-yl)morpholino)-8-(4-chloro-2-fluorophenyl)-2,3-dimethylpyrimido[5,4-d]pyrimidin-4(3H)-one